C([C@H](O)C)(=O)[O-] |r| (+/-)-lactate